FC1=CC=C(C(=O)N[C@]2([C@H](C2)C)C=2N=C3[C@@H]4[C@H](CN(C3=CC2)C2=NC(=NC=C2)C)C4)C=C1 4-fluoro-N-((1R,2S)-2-methyl-1-((6aR,7aS)-5-(2-methyl-pyrimidin-4-yl)-6,6a,7,7a-tetra-hydro-5H-cyclopropa[c][1,5]naphthyridin-2-yl)cyclopropyl)-benzamide